C(C)C=1C(NC=2C=C(C=NC2C1)CN1CCN(CC1)CC1CCN(CC1)C1=CC=C(N=N1)C(=O)O)=O 6-(4-((4-((7-Ethyl-6-oxo-5,6-dihydro-1,5-naphthyridin-3-yl)methyl)piperazin-1-yl)methyl)piperidin-1-yl)pyridazine-3-carboxylic Acid